3-(naphthalen-1-ylmethyl)-1-(piperidin-4-ylmethyl)-1H-pyrazolo[3,4-d]pyrimidin-4-amine C1(=CC=CC2=CC=CC=C12)CC1=NN(C2=NC=NC(=C21)N)CC2CCNCC2